Tetrabutylammonium (2-((S)-1-(2,3-difluorobenzyl)-5-oxopyrrolidin-2-yl)acetyl)-L-valinate FC1=C(CN2[C@@H](CCC2=O)CC(=O)N[C@@H](C(C)C)C(=O)[O-])C=CC=C1F.C(CCC)[N+](CCCC)(CCCC)CCCC